thiazolo[4,5-c]pyridazine N1=NC=CC2=C1N=CS2